FC=1C=C(N)C=CC1OC1=CC=NC2=CC(=C(N=C12)OC)OCCOC 3-fluoro-4-((6-methoxy-7-(2-methoxyethoxy)-1,5-naphthyridin-4-yl)oxy)aniline